tert-Butyl 3-amino-2-(4-fluoro-3,5-dimethylphenyl)-6,7-dihydro-4H-pyrazolo[4,3-c]pyridine-5-carboxylate NC=1N(N=C2C1CN(CC2)C(=O)OC(C)(C)C)C2=CC(=C(C(=C2)C)F)C